C(C)(C)C1=NOC(=N1)N1CCC(CC1)COC1=NN2C(S1)=NC(=C2)C2=CC=C(C=C2)S(=O)(=O)C 3-isopropyl-5-(4-(((6-(4-(methylsulfonyl)phenyl)imidazo[2,1-b][1,3,4]thiadiazol-2-yl)oxy)methyl)piperidin-1-yl)-1,2,4-oxadiazole